CC1=C2C(=C(C(OC2=CC=C1)=O)CC(C(=O)O)=C)C.C(C)(C)(C)C1=CC(=NO1)C(=O)NCC1=CC=C(C=C1)C=1C=NN2C1C(=CC(=C2)C=2C=NN(C2)C)C2=NC=CN=C2 5-(tert-butyl)-N-(4-(6-(1-methyl-1H-pyrazol-4-yl)-4-(pyrazin-2-yl)pyrazolo[1,5-a]pyridin-3-yl)benzyl)isoxazole-3-carboxamide methyl-methylcoumarinmethacrylate